trans-N-((trans-4-(3-cyano-4-methoxyphenyl)cyclohexyl)methyl)-4-hydroxy-N-(3-(1-isopropyl-1H-pyrazol-4-yl)phenyl)cyclohexanecarboxamide C(#N)C=1C=C(C=CC1OC)[C@@H]1CC[C@H](CC1)CN(C(=O)[C@@H]1CC[C@H](CC1)O)C1=CC(=CC=C1)C=1C=NN(C1)C(C)C